COC1=CC=C(C(=O)NC=2C=CC=C3C=CC=NC23)C=C1 4-methoxy-N-(quinolin-8-yl)benzamide